C1(=CC=CC=C1)C=1NC2=C(C=C(C=C2C1)COCCN1CCS(CC1)(=O)=O)NC1CCOCC1 4-(2-((2-phenyl-7-((tetrahydro-2H-pyran-4-yl)amino)-1H-indol-5-yl)methoxy)ethyl)thiomorpholine 1,1-dioxide